4-{6-[2-(2-Cyano-7-fluoro-4-methoxy-indol-1-yl)-ethylamino]-pyrimidin-4-yl}-2-propylsulfanyl-benzoic acid C(#N)C=1N(C2=C(C=CC(=C2C1)OC)F)CCNC1=CC(=NC=N1)C1=CC(=C(C(=O)O)C=C1)SCCC